4-chloro-2-(4-chlorophenyl)-5-(tetralin-3-ylmethylamino)pyridazin-3-one ClC=1C(N(N=CC1NCC1CCC2=CC=CC=C2C1)C1=CC=C(C=C1)Cl)=O